methyl (2S)-2-[[(2S)-2-[(6-chloro-5-fluoro-4-methoxy-1H-indole-2-carbonyl)amino]-3-cyclopropyl-propanoyl]amino]-3-[(3R)-5,5-dimethyl-2-oxo-pyrrolidin-3-yl]propanoate ClC1=C(C(=C2C=C(NC2=C1)C(=O)N[C@H](C(=O)N[C@H](C(=O)OC)C[C@H]1C(NC(C1)(C)C)=O)CC1CC1)OC)F